(6aR,10aR)-3-butyl-6,6,9-trimethyl-6H,6aH,7H,8H,10aH-benzo[c]isochromen-1-ol C(CCC)C=1C=C(C2=C(OC([C@@H]3CCC(=C[C@@H]23)C)(C)C)C1)O